N-(5-((3,4-difluorobenzyl)oxy)-4-((2-(1,1-difluoroethyl)-6-methylpyrimidin-4-yl)amino)pyridin-2-yl)acetamide FC=1C=C(COC=2C(=CC(=NC2)NC(C)=O)NC2=NC(=NC(=C2)C)C(C)(F)F)C=CC1F